(7-ethoxy-6-methoxy-1-(2-(5-methoxy-7-phenyl-1H-indol-3-yl)ethyl)-3,4-dihydroisoquinolin-2(1H)-yl)(morpholinyl)methanone C(C)OC1=C(C=C2CCN(C(C2=C1)CCC1=CNC2=C(C=C(C=C12)OC)C1=CC=CC=C1)C(=O)N1CCOCC1)OC